3-(2-chloro-4-(trifluoromethyl)-phenyl)-6-methoxybenzothiazol-2(3H)-one ClC1=C(C=CC(=C1)C(F)(F)F)N1C(SC2=C1C=CC(=C2)OC)=O